tert-butyl 3-(2-(methylsulfonyl)pyrimidine-5-carboxamido)propanoate CS(=O)(=O)C1=NC=C(C=N1)C(=O)NCCC(=O)OC(C)(C)C